trans-2-((4-(4-(2,4-Dimethylphenyl)-4H-1,2,4-triazol-3-yl)cyclohexyl)oxy)pyridin CC1=C(C=CC(=C1)C)N1C(=NN=C1)[C@@H]1CC[C@H](CC1)OC1=NC=CC=C1